C12CC(CC2C1)N1C(C(N(C=C1)CC1=NC=C(C=C1F)C=1SC=CN1)=O)=O 1-((cis)-bicyclo[3.1.0]hexan-3-yl)-4-((3-fluoro-5-(thiazol-2-yl)pyridin-2-yl)methyl)-1,4-dihydropyrazine-2,3-dione